tert-butyl 3-(5-fluoro-1H-pyrrolo[2,3-b]pyridin-4-yl)-8-azabicyclo[3.2.1]octane-8-carboxylate FC=1C(=C2C(=NC1)NC=C2)C2CC1CCC(C2)N1C(=O)OC(C)(C)C